N[C@@H](C)C(=O)N[C@@H](CN(C)C)C(=O)NC1=CC=C(C=C1)C(N)=O L-alanyl-N-(4-carbamoylphenyl)-3-(dimethylamino)-L-alaninamide